C1CNCCC12CCC(CC2)C2=CC=CC=1N(C(N(C12)C)=O)C1C(NC(CC1)=O)=O 3-[4-(3-Azaspiro[5.5]undecan-9-yl)-3-methyl-2-oxo-benzimidazol-1-yl]piperidine-2,6-dione